2-{trans-3-[5-(2-aminopropan-2-yl)-3-(trifluoromethyl)pyrazin-2-yl]cyclobutyl}-7-methoxy[1,2,4]triazolo[1,5-c]quinazolin-5-amine NC(C)(C)C=1N=C(C(=NC1)[C@@H]1C[C@H](C1)C1=NN2C(=NC=3C(=CC=CC3C2=N1)OC)N)C(F)(F)F